5-(1-methylbutyl)-5-vinylbarbituric acid CC(CCC)C1(C(NC(NC1=O)=O)=O)C=C